2,6-dichloro-4-(3-(1,3-dioxo-9-(4-(pentyloxy)phenyl)-1H-xantheno[2,1,9-def]isoquinolin-2(3H)-yl)propoxy)benzaldehyde ClC1=C(C=O)C(=CC(=C1)OCCCN1C(C2=CC=C3C=4C2=C(C1=O)C=CC4OC4=CC=C(C=C43)C4=CC=C(C=C4)OCCCCC)=O)Cl